BrC=1C=C(C=C(C1)C)C1(COCC1)O 3-(3-bromo-5-methylphenyl)oxolan-3-ol